dimethylglycine 4'-(7-chloro-3-(3-(2-ethoxy-2-oxoethyl) phenyl)-2-oxo-1,2-dihydroquinolin-6-yl)-[1,1'-biphenyl]-2-yl ester ClC1=C(C=C2C=C(C(NC2=C1)=O)C1=CC(=CC=C1)CC(=O)OCC)C1=CC=C(C=C1)C1=C(C=CC=C1)OC(CN(C)C)=O